NC=1N=CSC1C(=O)C1=CC=NC=C1 4-amino-5-(pyridine-4-carbonyl)thiazol